C(#N)C1=C(N=C(S1)N(C1=C(N=C2N1C=C(C=C2)C=2C=NC(=NC2)CC(=O)N2CC(C2)N(C(OCC2=CC=CC=C2)=O)C)CC)C)C2=CC=C(C=C2)F benzyl (1-(2-(5-(3-((5-cyano-4-(4-fluorophenyl)thiazol-2-yl)(methyl)amino)-2-ethylimidazo[1,2-a]pyridin-6-yl)pyrimidin-2-yl)acetyl)azetidin-3-yl)(methyl)carbamate